{3-[(trifluoromethyl)sulfanyl]phenyl}methanamine hydrochloride Cl.FC(F)(F)SC=1C=C(C=CC1)CN